FC(OC1CC(N(C1)C(CNC(C1=CC=C(C=C1)OC1=CC=CC=C1)=O)=O)C(=O)O)F 4-(difluoromethoxy)-1-((4-phenoxybenzoyl)glycyl)pyrrolidine-2-carboxylic acid